CC1(CC1)NC(O[C@H]1C[C@H](CC1)C1=NN(C(=C1)NC1=NC(=CN=C1)OC)C(C)(C)C)=O (1R,3S)-3-(1-(tert-butyl)-5-((6-methoxypyrazin-2-yl)amino)-1H-pyrazol-3-yl)cyclopentyl (1-methylcyclopropyl)carbamate